C1(CC1)OC1=C(C=C(C=C1)N(C(C#C[Si](C(C)C)(C(C)C)C(C)C)=O)C1(CCOCC1)C(=O)N)CF 4-(N-(4-cyclopropoxy-3-(fluoromethyl)phenyl)-3-(triisopropylsilyl)propiolamido)tetrahydro-2H-pyran-4-carboxamide